1-[3-(2-aminoethoxy)-5-(trifluoromethyl)phenyl]-3-{4-[(6,7-dimethoxy-4-quinolinyl)oxy]phenyl}-2,4-imidazolidinedione NCCOC=1C=C(C=C(C1)C(F)(F)F)N1C(N(C(C1)=O)C1=CC=C(C=C1)OC1=CC=NC2=CC(=C(C=C12)OC)OC)=O